C(C1=CC=CC=C1)(=O)C1=CC=C(C=C1)SC1=CC=C(C=C1)[S+](C1=CC=C(C=C1)F)C1=CC=C(C=C1)F 4-(4-benzoylphenylthio)phenyl-bis(4-fluorophenyl)sulfonium